3-[4-bromo-2-(8-chloro-4-oxo-chromen-2-yl)-5-methoxy-phenoxy]-N-cyclopropylsulfonyl-cyclobutanecarboxamide BrC1=CC(=C(OC2CC(C2)C(=O)NS(=O)(=O)C2CC2)C=C1OC)C=1OC2=C(C=CC=C2C(C1)=O)Cl